C(CCCCCCC)C1=CC=CC=2SC3=CC=CC=C3NC12 mono-octyl-phenothiazine